BrC1=C(C(=CC(=C1)[N+](=O)[O-])OC)CC(Cl)(Cl)Cl 1-Bromo-3-methoxy-5-nitro-2-(2,2,2-trichloroethyl)benzene